3-(piperidin-4-yl)-1H-indol-7-amine N1CCC(CC1)C1=CNC2=C(C=CC=C12)N